N-[(4-tert-butylphenyl)methyl]-1-[5-(pyridin-4-yl)-1H-pyrazole-3-carbonyl]piperidine-4-carboxamide C(C)(C)(C)C1=CC=C(C=C1)CNC(=O)C1CCN(CC1)C(=O)C1=NNC(=C1)C1=CC=NC=C1